CC1=C(C(=CC(=C1)C)C)N1C=CC=C1 1-(2,4,6-trimethylphenyl)-pyrrole